C(C(C)C)(=O)C1=CC(=C(N(C1=O)C1=CC=CC=C1)C(C)C)C(=O)NC1=CC=CC=C1 5-isobutyryl-2-isopropyl-6-oxo-N,1-diphenyl-1,6-dihydropyridine-3-carboxamide